(1s,2s)-2-(5-bromo-pyridin-2-yl)-cyclopropane-carboxylic acid ethyl ester C(C)OC(=O)[C@@H]1[C@H](C1)C1=NC=C(C=C1)Br